[Al].[Mg].[Ca] Calcium-Magnesium-Aluminium